COC(=O)C=1C=CC=2C3=C(NC2C1)C=C(N=C3NCCN3CCCC3)CC3=CC=CC=C3 3-benzyl-1-((2-(pyrrolidin-1-yl)ethyl)amino)-5H-pyrido[4,3-b]indole-7-carboxylic acid methyl ester